ClC1=CC(=C(C=C1)C1NC2=C(OC1)C(=CC=C2)C=2CCN(CC2)C(=O)OC(C)(C)C)F tert-butyl 4-(3-(4-chloro-2-fluorophenyl)-3,4-dihydro-2H-benzo[b][1,4]oxazin-8-yl)-3,6-dihydropyridine-1(2H)-carboxylate